2-(4-ethylphenyl)-4(1H)-quinolone C(C)C1=CC=C(C=C1)C=1NC2=CC=CC=C2C(C1)=O